(R)-1-(3-(3-(4-phenoxyphenyl)-1H-pyrazolo[4,3-c]pyridin-1-yl)piperidin-1-yl)prop-2-en-1-one O(C1=CC=CC=C1)C1=CC=C(C=C1)C1=NN(C2=C1C=NC=C2)[C@H]2CN(CCC2)C(C=C)=O